ClC1=NC=NC=C1Cl 4,5-dichloropyrimidine